Benzyl 4-O-(2,5-dichloro-6-methoxybenzoyl)-2,3,6-tri-O-benzyl-α-D-glucopyranoside ClC1=C(C(=O)O[C@H]2[C@@H]([C@H]([C@@H](OCC3=CC=CC=C3)O[C@@H]2COCC2=CC=CC=C2)OCC2=CC=CC=C2)OCC2=CC=CC=C2)C(=C(C=C1)Cl)OC